C(C)(C)(CC)OOC(C)(C)OOC(C)(C)CC 2,2-di(t-amylperoxy)propane